N-((3R,4S)-1-(1-fluorocyclobutane-1-carbonyl)-3-((((1s,4R)-4-(1-methyl-1H-indazol-5-yl)cyclohexyl)oxy)methyl)piperidin-4-yl)methanesulfonamide FC1(CCC1)C(=O)N1C[C@H]([C@H](CC1)NS(=O)(=O)C)COC1CCC(CC1)C=1C=C2C=NN(C2=CC1)C